C1(=CC=CC=C1)S(=O)(=O)N1C=CC=2C1=NC=C(C2C=2N=C(C=1OC[C@@H]3COC[C@H](N3C1N2)C)C(C)(C)S(=O)(=O)C)N 1-benzenesulfonyl-4-[(5R,8aS)-1-(1-methanesulfonyl-1-methyl-ethyl)-5-methyl-5,6,8a,9-tetrahydro-8H-7,10-dioxa-2,4,4b-triazaphenanthren-3-yl]-1H-pyrrolo[2,3-b]Pyridin-5-ylamine